O1CCCC2=CC(=CC=C12)S(=O)(=O)N1[C@H]([C@H](CCC1)NS(=O)(=O)C)CO[C@@H]1CC[C@@H](CC1)C(C)C N-(cis-1-(3,4-dihydro-2H-chromen-6-ylsulfonyl)-2-(((cis-4-isopropylcyclohexyl)oxy)methyl)-piperidin-3-yl)methanesulfonamide